3-(2,4'-dichlorobenzhydryloxy)-N-(2,2,4-trimethylpent-4-yl)azetidine-1-carboxamide ClC1=C(C(C2=CC=C(C=C2)Cl)OC2CN(C2)C(=O)NC(CC(C)(C)C)(C)C)C=CC=C1